lithium difluoro bis(oxalate) borate B([O-])(O)O.C(C(=O)O)(=O)OF.C(C(=O)O)(=O)OF.[Li+]